ClC1=CC=C(C=C1)NC=1C(C(C1NCCC1=CC=C(C=C1)C)=O)=O 3-[(4-Chlorophenyl)amino]-4-{[2-(4-methylphenyl)ethyl]amino}cyclobut-3-ene-1,2-dione